N-((3R,4S)-4-((6-(2,6-dichloro-3,5-dimethoxyphenyl)-8-phenethylpyrido[3,4-d]pyrimidin-2-yl)amino)tetra-hydrofuran-3-yl)acrylamide ClC1=C(C(=C(C=C1OC)OC)Cl)C1=CC2=C(N=C(N=C2)N[C@H]2[C@H](COC2)NC(C=C)=O)C(=N1)CCC1=CC=CC=C1